6-(3-((tert-butyldimethylsilyl)oxy)-2-fluorophenyl)-8-(2-fluorobenzyl)-2-(furan-2-ylmethyl)imidazo[1,2-a]Pyrazin-3(7H)-one [Si](C)(C)(C(C)(C)C)OC=1C(=C(C=CC1)C=1NC(=C2N(C1)C(C(=N2)CC=2OC=CC2)=O)CC2=C(C=CC=C2)F)F